C1(=CC=CC=C1)C1=CC=2CC3=CC=CC=C3C2C=C1 2-Phenyl-9H-fluorene